2-((S)-2-amino-3-hydroxypropanamido)-2-((oleoyloxy)methyl)propane-1,3-diyl dioleate C(CCCCCCC\C=C/CCCCCCCC)(=O)OCC(COC(CCCCCCC\C=C/CCCCCCCC)=O)(COC(CCCCCCC\C=C/CCCCCCCC)=O)NC([C@H](CO)N)=O